C(C)(C)OC1=CC=C(C=CC2=NC(=NC(=N2)C(Cl)(Cl)Cl)C(Cl)(Cl)Cl)C=C1 2-(p-isopropoxystyryl)-4,6-bis(trichloromethyl)-sym-triazine